6-bromo-N-(2-(4-(3,4-difluorobenzyl)piperazin-1-yl)ethyl)-2-naphthamide BrC=1C=C2C=CC(=CC2=CC1)C(=O)NCCN1CCN(CC1)CC1=CC(=C(C=C1)F)F